N-({6-[(4,4-dimethylpiperidin-1-yl)methyl]imidazo[1,2-a]pyridin-2-yl}methyl)-4-oxo-4H-pyrido[1,2-a]pyrimidine-2-carboxamide CC1(CCN(CC1)CC=1C=CC=2N(C1)C=C(N2)CNC(=O)C=2N=C1N(C(C2)=O)C=CC=C1)C